(R)-N-((1-Cyanopyrrolidin-3-yl)methyl)-5-phenylpicolinamid C(#N)N1C[C@H](CC1)CNC(C1=NC=C(C=C1)C1=CC=CC=C1)=O